Cl.NC(C(=O)O)C1=C(C=C(C=C1C)Br)C amino(4-bromo-2,6-dimethylphenyl)acetic acid hydrochloride